C12(CC3CC(CC(C1)C3)C2)NCC2(CC2)CNC2=C3C(N(C(=NC3=CC=C2)C)C2C(NC(CC2)=O)=O)=O 3-(5-(((1-((((1s,3s)-adamantan-1-yl)amino)methyl)cyclopropyl)methyl)amino)-2-methyl-4-oxoquinazolin-3(4H)-yl)piperidine-2,6-dione